C(C)(C)(C)OC(C[C@H]1OC(O[C@@H](C1)C=O)(C)C)=O 2-[(4S,6S)-6-formyl-2,2-dimethyl-1,3-dioxan-4-yl]acetic acid tert-butyl ester